7-methoxy-1,3,4,5-tetrahydro-2H-benzo[d]azepin-2-one COC1=CC2=C(CC(NCC2)=O)C=C1